C1(=CC=CC=C1)P(CC(CP(C1=CC=CC=C1)C1=CC=CC=C1)(C)CP(C1=CC=CC=C1)C1=CC=CC=C1)C1=CC=CC=C1 1,3-bis(diphenylphosphino)-2-(diphenylphosphino)methyl-2-methylpropane